CN(C)\C=C(\C(=O)NC1CCOCC1)/C(C)=O (E)-2-((dimethylamino)methylene)-3-oxo-N-(tetrahydro-2H-pyran-4-yl)butanamide